1,4-Bis-(hydroxymethyl)-cyclohexan OCC1CCC(CC1)CO